C(=O)O.N1=CC=CC=C1 pyridine format